C1(CC1)C=1C=C(C(=O)N=C2NCCN2)C=CC1NC1=CC(=CC=C1)CNC(C(C)C)=O 3-cyclopropyl-N-[(2Z)-imidazolidin-2-ylidene]-4-({3-[(2-methylpropanamido)methyl]phenyl}amino)benzamide